N-(2-aminohexyl)methacrylamide NC(CNC(C(=C)C)=O)CCCC